N-phenyl-1H-indol-2-amine C1(=CC=CC=C1)NC=1NC2=CC=CC=C2C1